BrC1=NN(C=C1C#N)C 3-bromo-1-methyl-1H-pyrazole-4-carbonitrile